ClC=1N=C(C2=C(N1)CCC2)N(CC(=O)NC2(CC2)C(F)(F)F)C 2-({2-chloro-5H,6H,7H-cyclopenta[d]pyrimidin-4-yl}(methyl)amino)-N-[1-(trifluoromethyl)cyclopropyl]acetamide